N[C@H](C(=O)O)C(C=C)(C)C (2S)-2-amino-3,3-dimethylpent-4-enoic acid